COC=1C=C(C=CC1)C1=NOC(=N1)CCN 2-[3-(3-methoxy-phenyl)-[1,2,4]oxadiazol-5-yl]-ethylamine